N-(1-(tert-butyl)-3-(3-((tert-butyldiphenylsilyl)oxy)-1-methylcyclopentyl)-1H-pyrazol-5-yl)-2-(3-methylisoxazol-5-yl)acetamide C(C)(C)(C)N1N=C(C=C1NC(CC1=CC(=NO1)C)=O)C1(CC(CC1)O[Si](C1=CC=CC=C1)(C1=CC=CC=C1)C(C)(C)C)C